tert-butyl (R)-(1-aminohexan-2-yl)carbamate NC[C@@H](CCCC)NC(OC(C)(C)C)=O